[N+](=O)([O-])C=1C=CC=2C3=CC=CC=C3C3=CC=CC1C23 Dg-3-Nitrofluoranthene